tert-butyl-2-fluoro-4-methyl-6-(4-(trifluoromethyl)piperidin-1-yl)pyridin-3-amine C(C)(C)(C)C=1C(=C(C(=NC1N1CCC(CC1)C(F)(F)F)F)N)C